[Li+].P([S-])([O-])[O-].[Li+].[Li+] thiophosphite lithium